(1R,2R)-2-{3,6-diazabicyclo[3.1.1]heptan-3-ylmethyl}-N-[2-(2,4-dimethoxypyridin-3-yl)-1-methylpyrrolo[2,3-c]pyridin-5-yl]cyclopropane-1-carboxamide C12CN(CC(N1)C2)C[C@H]2[C@@H](C2)C(=O)NC=2C=C1C(=CN2)N(C(=C1)C=1C(=NC=CC1OC)OC)C